acryloxyphthalimide C(C=C)(=O)OC1=C2C(C(=O)NC2=O)=CC=C1